C(C)(C)(C)OC(=O)N1C=C(C2=CC=CC=C12)C1=CN(C=2N=CN=C(C21)N)CC(=O)N2[C@@H](C[C@H](C2)F)C(NCC2=C(C(=CC=C2)Cl)F)=O 3-(4-amino-7-(2-((2S,4R)-2-((3-chloro-2-fluorophenylmethyl)carbamoyl)-4-fluoropyrrolidin-1-yl)-2-oxoethyl)-7H-pyrrolo[2,3-d]pyrimidin-5-yl)-1H-indole-1-carboxylic acid tert-butyl ester